(S)-2-((R)-4,4-difluoro-3-(5-(hydroxymethyl)-6-oxo-1,6-dihydropyridin-3-yl)piperidin-1-yl)-N-(1-(3,5-difluorobenzyl)-1H-imidazol-4-yl)propanamide FC1([C@@H](CN(CC1)[C@H](C(=O)NC=1N=CN(C1)CC1=CC(=CC(=C1)F)F)C)C1=CNC(C(=C1)CO)=O)F